COC=1C=C(CN(C2=CC(=NC=C2)CN2C(CNCC2)=O)CC2=CC(=CC=C2)N2CCOCC2)C=CC1 1-((4-((3-methoxybenzyl)(3-morpholinobenzyl)amino)pyridin-2-yl)methyl)piperazin-2-one